4-(5-chloropyridin-3-yl)-4-oxobutanoic acid ClC=1C=C(C=NC1)C(CCC(=O)O)=O